C1(CC1)/C(=C(/C(=O)OC)\C)/OS(=O)(=O)C1=CC=C(C)C=C1 methyl (Z)-3-cyclopropyl-2-methyl-3-(tosyloxy)acrylate